The molecule is dianion arising from deprotonation of both carboxylic acid groups of 2-methyl-3-oxosuccinic acid. It is a conjugate base of a 2-methyl-3-oxosuccinic acid. CC(C(=O)C(=O)[O-])C(=O)[O-]